1-[(3S)-oxolan-3-yl]methanamine O1C[C@@H](CC1)CN